1-methyl-N-{[(2S)-1-methylpyrrolidin-2-yl]Methyl}-1H-pyrazol-4-amine CN1N=CC(=C1)NC[C@H]1N(CCC1)C